trans-4-methylcyclohexylamine C[C@@H]1CC[C@H](CC1)N